C1(=CC=CC=C1)C1C(CC12CCC2)CO 3-phenyl(spiro[3.3]heptan-2-yl)methanol